(S)-3-(3-(1-amino-2,3-dihydro-1H-inden-5-yl)-5-(5-methoxypyrazin-2-yl)-3H-imidazo[4,5-b]pyridin-2-yl)pyridin-2-amine N[C@H]1CCC2=CC(=CC=C12)N1C(=NC=2C1=NC(=CC2)C2=NC=C(N=C2)OC)C=2C(=NC=CC2)N